N[C@H](C(=O)O)CC1=CC=C(C=C1)C1=NOC(=N1)C1=C(C=C(C=C1)OC)C1=CC=C(C=C1)O (S)-2-amino-3-(4-(5-(4'-hydroxy-5-methoxybiphenyl-2-yl)-1,2,4-oxadiazol-3-yl)phenyl)propanoic acid